3,4,5-trifluoro-N-[4-fluoro-5-(2-morpholin-4-ylpyrimidin-5-yl)-2-[rac-(3R,5S)-3,4,5-trimethylpiperazin-1-yl]phenyl]benzamide FC=1C=C(C(=O)NC2=C(C=C(C(=C2)C=2C=NC(=NC2)N2CCOCC2)F)N2C[C@H](N([C@H](C2)C)C)C)C=C(C1F)F |r|